(trifluoromethyl)cyclopropane-1-carboxamide FC(F)(F)C1(CC1)C(=O)N